FC(C(=O)O)(F)F.FC(C(=O)O)(F)F.NC(C(=O)N)C 2-aminopropanAmide di-trifluoroacetate